FC=1C=C(C=CC1F)C(C#N)=C1CCN(CC1)C(=O)N1CC2=C(CC1)NN=C2 2-(3,4-Difluorophenyl)-2-(1-(4,5,6,7-tetrahydro-1H-pyrazolo[4,3-c]pyridin-5-carbonyl)piperidin-4-yliden)acetonitril